bis((1s,3s)-3-(tert-butyl) cyclobutyl) bis(2-methylpropionate) CC(C(=O)OC1CC(C1)C(C)(C)C)C.CC(C(=O)OC1CC(C1)C(C)(C)C)C